2-(2-(ethylsulfanyl)-7-(3-(trifluoromethyl)phenyl)pyrazolo[1,5-a]pyrimidin-3-yl)-3-methyl-6-(trifluoromethyl)-3H-imidazo[4,5-b]pyridine C(C)SC1=NN2C(N=CC=C2C2=CC(=CC=C2)C(F)(F)F)=C1C1=NC=2C(=NC=C(C2)C(F)(F)F)N1C